1-(tert-butyl)-N-((3-(7-(((3S,4R)-3-fluoro-1-methylpiperidin-4-yl)amino)-3-vinyl-2H-indazol-2-yl)-1,2,4-oxadiazol-5-yl)methyl)-1H-pyrazole-4-carboxamide C(C)(C)(C)N1N=CC(=C1)C(=O)NCC1=NC(=NO1)N1N=C2C(=CC=CC2=C1C=C)N[C@H]1[C@H](CN(CC1)C)F